1,5-dihydro-2H-pyrano[3,4-b]thieno[3,2-d]pyridin-6(4H)-one C1COCC=2NC(C3=C(C21)C=CS3)=O